tert-butyl 4-[(2-{2-[(cyanomethyl)amino]-4-(methoxycarbonyl)phenyl}piperidin-1-yl)methyl]-5-methoxy-7-methylindole-1-carboxylate C(#N)CNC1=C(C=CC(=C1)C(=O)OC)C1N(CCCC1)CC1=C2C=CN(C2=C(C=C1OC)C)C(=O)OC(C)(C)C